4-methyl-1,2-oxazol CC=1C=NOC1